FC=1C=C(C#N)C=CC1N1CC(N(C2(CC(C2)C=2OC=C(N2)C)C1=O)CC1=CC=C(C=C1)C(F)(F)F)=O 3-fluoro-4-(2-(4-methyloxazol-2-yl)-6,9-dioxo-5-(4-(trifluoro-methyl)benzyl)-5,8-diazaspiro[3.5]nonan-8-yl)benzonitrile